trans-3-[(2-Amino-3,5-dibromo-benzyl)amino]-cyclohexanthiol NC1=C(CN[C@@H]2C[C@H](CCC2)S)C=C(C=C1Br)Br